N(=[N+]=[N-])CCCCCCCC(=O)NC1=C2C(N(C(C2=CC=C1)=O)C1C(NC(CC1)=O)=O)=O 8-azido-N-(2-(2,6-dioxopiperidin-3-yl)-1,3-dioxoisoindolin-4-yl)octanamide